3-((2-acetylisoindolin-5-yl)methyl)quinolin C(C)(=O)N1CC2=CC=C(C=C2C1)CC=1C=NC2=CC=CC=C2C1